CN1N=C(C=C1C(C)(C)N1N=CC=C1C(=O)N)C1=CC(=NC=C1)C(F)(F)F (2-(1-methyl-3-(2-(trifluoromethyl)pyridin-4-yl)-1H-pyrazol-5-yl)propan-2-yl)-1H-pyrazole-5-carboxamide